((1s,3s)-3-hydroxy-3-methylcyclobutyl)(6-(3-(trifluoromethoxy)benzyl)-2-azaspiro[3.3]hept-2-yl)methanone OC1(CC(C1)C(=O)N1CC2(C1)CC(C2)CC2=CC(=CC=C2)OC(F)(F)F)C